[8-(1-hexylnonoxy)-8-oxo-octyl](2S)-1-[6-(1-hexylnonoxy)-6-oxo-hexyl]-4-hydroxy-pyrrolidine-2-carboxylate C(CCCCC)C(CCCCCCCC)OC(CCCCCCCOC(=O)[C@H]1N(CC(C1)O)CCCCCC(=O)OC(CCCCCCCC)CCCCCC)=O